FC(C=1C=C(C=C(C1)C(F)(F)F)NC1=NN2C(=NC=CC2=N1)C1=CC(=C(C(=C1)OC)OC)OC)(F)F N-(3,5-bis(trifluoromethyl)phenyl)-5-(3,4,5-trimethoxyphenyl)-[1,2,4]triazolo[1,5-c]pyrimidin-2-amine